3-(4-trifluoromethyl-phenylamino)valeronitrile FC(C1=CC=C(C=C1)NC(CC#N)CC)(F)F